[Ca].C(CCCCCCCCCCCCC)OC=1C(C(=O)O)=CC=CC1 tetradecylsalicylic acid calcium